[NH4+].[NH4+].NCC(=O)[O-].NCC(=O)[O-] glycine diammonium salt